manganese magnesium gadolinium oxide [O-2].[Gd+3].[Mg+2].[Mn+2]